C(C)(C)(C)OC(=O)N1C(C=CC1)C1=NC(=CC=C1)C(F)(F)F (6-(trifluoromethyl)pyridin-2-yl)-2,5-dihydro-1H-pyrrole-1-carboxylic acid tert-butyl ester